Tert-butyl N-hydroxy-N-[(1S)-3-hydroxy-1-(6-methoxypyrazin-2-yl)propyl]carbamate ON(C(OC(C)(C)C)=O)[C@@H](CCO)C1=NC(=CN=C1)OC